OC(CCC[Si](OCC)(OCC)OCC)(C(F)(F)F)C(F)(F)F 4-hydroxy-4,4-bis(trifluoromethyl)-butyltriethoxysilane